FC1(OC2=C(O1)C=CC(=C2)[C@H](C)OC=2C=C(C=CC2)N2N=C(C1=C2N(CCC1)C(=O)C1=CC=C(C(=O)O)C=C1)C(F)(F)F)F (S)-4-(1-(3-(1-(2,2-difluorobenzo[d][1,3]dioxol-5-yl)ethoxy)phenyl)-3-(trifluoromethyl)-4,5,6,7-tetrahydro-1H-pyrazolo[3,4-b]pyridine-7-carbonyl)benzoic acid